5-fluoro-8,11,14-trioxa-1,16,20,22-tetrazatetracyclo[13.5.2.02,7.018,21]docosa-2(7),3,5,15(22),16,18(21),19-heptaen-17-ol FC=1C=CC=2N3N=CC=4C(=NC(OCCOCCOC2C1)=NC34)O